ClC=1C=C2C(=NC(=NC2=C(C1C1=C2C=NNC2=CC=C1C)OC1CCOCC1)OC1CCN(CC1)C)N1CCN(CC1)C(C=C)=O 1-(4-(6-chloro-7-(5-methyl-1H-indazol-4-yl)-2-((1-methylpiperidin-4-yl)oxy)-8-((tetrahydro-2H-pyran-4-yl)oxy)quinazolin-4-yl)piperazin-1-yl)prop-2-en-1-one